N1N=CC2=CC=C(C=C12)NC1=NC(=NC=C1C)NC1=CC(=C(C=C1)N1CCN(CC1)C)OC N4-(1H-indazol-6-yl)-N2-(3-methoxy-4-(4-methylpiperazin-1-yl)phenyl)-5-methylpyrimidine-2,4-diamine